(3S,4S)-4-cyclopropyl-4-(2-(5-cyclopropyl-4-fluoro-3,3-dimethyl-2-oxoindol-1-yl)acetamido)-3-methylbutanoic acid C1(CC1)[C@H]([C@H](CC(=O)O)C)NC(CN1C(C(C2=C(C(=CC=C12)C1CC1)F)(C)C)=O)=O